(difluoromethyl)-5-(6-((4-fluorophenoxy)methyl)pyridin-3-yl)-1,3,4-oxadiazole FC(F)C=1OC(=NN1)C=1C=NC(=CC1)COC1=CC=C(C=C1)F